C1(=CC=CC=C1)C=1C(=C2C(=NC1)CCC2)N 3-Phenyl-6,7-dihydro-5H-cyclopenta[b]pyridin-4-amine